(S)-6-(4'-amino-4'H,6'H-spiro[piperidine-4,5'-pyrrolo[1,2-b]pyrazol]-1-yl)-5-chloro-3-(2,3-dichlorophenyl)-2-methylpyrimidin-4(3H)-one N[C@H]1C2(CN3N=CC=C31)CCN(CC2)C2=C(C(N(C(=N2)C)C2=C(C(=CC=C2)Cl)Cl)=O)Cl